C(=C)C=1C=CC(=NC1)C1=NC=CC=C1 5-vinyl-2,2-bipyridine